ON1OC2=C(O1)C=CC=C2 2-Hydroxy-1,3,2-benzodioxazole